ClC=1C=C2C(C(=C(OC2=CC1)C(=O)NCCCN(C)C)C(C1=CC(=C(C=C1)O)O)=O)=O 6-Chloro-3-(3,4-dihydroxybenzoyl)-N-(3-(dimethylamino)propyl)-4-oxo-4H-chromene-2-carboxamide